CC(C)(C)C1=C(C(=CC(=C1)OC(C=C)=O)CC1=C(C(=CC(=C1)C)C(C)(C)C)O)C 2-propenoic acid-2-(1,1-dimethylethyl)-6-[[3-(1,1-dimethylethyl)-2-hydroxy-5-methylphenyl] methyl]-4-tolyl ester